BrC1=C(C(=C(C=2N(C=NC21)C2OCCCC2)F)F)OC=2C=CC(=C(C#N)C2)F 5-((4-Bromo-6,7-difluoro-1-(tetrahydro-2H-pyran-2-yl)-1H-benzo[d]imidazol-5-yl)oxy)-2-fluorobenzonitrile